(R)-N-((S)-1-(((R)-2-amino-6,7-dihydro-5H-cyclopenta[b]pyridin-5-yl)amino)-1-oxopropan-2-yl)-4-(3-chlorophenyl)piperazine-2-carboxamide NC1=CC=C2C(=N1)CC[C@H]2NC([C@H](C)NC(=O)[C@@H]2NCCN(C2)C2=CC(=CC=C2)Cl)=O